C[C@H]1[C@H]2C([C@@H](C[C@@H]1NC(=O)C1=CC=3C(=CN=C(C3)C(=O)O)N1)C2)(C)C 2-[[(1S,2S,3S,5R)-2,6,6-trimethylnorpinan-3-yl]carbamoyl]-1H-pyrrolo[2,3-c]pyridine-5-carboxylic acid